C(C)(C)(C)N1N=CC=2C(N(CCC21)CC2=C(C=C(C=C2)B2OC(C(O2)(C)C)(C)C)C)=O 1-(tert-butyl)-5-(2-methyl-4-(4,4,5,5-tetramethyl-1,3,2-dioxaborolan-2-yl)benzyl)-1,5,6,7-tetrahydro-4H-pyrazolo[4,3-c]pyridin-4-one